3-(1-amino-2-methylpropan-2-yl)-N-(2-((4-(3'-chloro-[1,1'-biphenyl]-3-yl)thiazol-2-yl)amino)-2-oxoethyl)benzamide NCC(C)(C)C=1C=C(C(=O)NCC(=O)NC=2SC=C(N2)C=2C=C(C=CC2)C2=CC(=CC=C2)Cl)C=CC1